N1-(5-((3',5'-dichloro-5-((methylamino)methyl)-[1,1'-biphenyl]-3-yl)oxy)pyridin-2-yl)propane-1,3-diamine ClC=1C=C(C=C(C1)Cl)C1=CC(=CC(=C1)CNC)OC=1C=CC(=NC1)NCCCN